C(CCCCCCCCCCCCCCC(C)C)C=CCCCCCCCCCCCCCCCC(C)C diisostearyl-ethylene